N-(3-(7-((2-cyanoethyl)amino)-1,6-naphthyridin-3-yl)-4-methylphenyl)-4-(difluoromethyl)picolinamide C(#N)CCNC1=NC=C2C=C(C=NC2=C1)C=1C=C(C=CC1C)NC(C1=NC=CC(=C1)C(F)F)=O